C(C)OCOC1=C2C(=CN(C2=CC=C1)C(C)OC)CCN(C)C 2-(4-(ethoxymethoxy)-1-(1-methoxyethyl)-1H-indol-3-yl)-N,N-dimethylethan-1-amine